(3R,10R)-7-((S)-4-acryloyl-2-methylpiperazin-1-yl)-9-chloro-10-(2-fluoro-6-hydroxyphenyl)-3-(morpholinomethyl)-2,3-dihydro-5H-[1,4]oxazino[2,3,4-ij]quinazolin-5-one C(C=C)(=O)N1C[C@@H](N(CC1)C1=NC(N2C3=C(C(=C(C=C13)Cl)C1=C(C=CC=C1O)F)OC[C@H]2CN2CCOCC2)=O)C